4-(1-methanesulfonylethyl)aniline CS(=O)(=O)C(C)C1=CC=C(N)C=C1